C(C1=CC=CC=C1)NC(N(C1CCC(CC1)NC1=NC=C(C=C1)C#N)C=1C=CC(=C(C1)NC(C=C)=O)N1CC(CC1)N(C)C)=O N-(5-(3-benzyl-1-((1r,4r)-4-((5-cyanopyridin-2-yl)amino)cyclohexyl)ureido)-2-(3-(dimethylamino)pyrrolidin-1-yl)phenyl)acrylamide